[Si](C)(C)(C(C)(C)C)O[C@@H]1C[C@H](N(C1)C(=O)OC(C)(C)C)C=1N(C=CN1)CC1=CC(=CC=C1)Cl tert-Butyl (2S,4R)-4-[tert-butyl(dimethyl)silyl]oxy-2-[1-[(3-chlorophenyl)methyl]imidazol-2-yl]pyrrolidine-1-carboxylate